bis-[3-(triethoxy) silylpropyl] disulfide C(C)O[Si](CCCSSCCC[Si](OCC)(OCC)OCC)(OCC)OCC